1-(5,6,7,8-Tetrahydronaphthalen-1-yl)ethanone C1(=CC=CC=2CCCCC12)C(C)=O